1-[2-(3-hydroxy-2-methoxy-phenyl)-6-[5-[(6-methylpyridazin-3-yl)amino]benzimidazol-1-yl]-3-pyridinyl]ethanone OC=1C(=C(C=CC1)C1=NC(=CC=C1C(C)=O)N1C=NC2=C1C=CC(=C2)NC=2N=NC(=CC2)C)OC